C1(CC1)CN1CCN(CC1)C=1C=CC(=C(C(=O)N[C@H](C)C2=CC=CC3=CC=CC=C23)C1)C 5-[4-(Cyclopropylmethyl)piperazin-1-yl]-2-methyl-N-[(1R)-1-(1-naphthyl)ethyl]benzamide